ClC1=C(C(=CC=C1)C)NC(=O)C1=CN=C(S1)NC1=NC(=NC(=C1)NCC1=C(C=CC=C1)N1C(NC(CC1)=O)=O)C N-(2-chloro-6-methylphenyl)-2-((6-((2-(2,4-dioxotetrahydropyrimidin-1(2H)-yl)benzyl)amino)-2-methylpyrimidin-4-yl)amino)thiazole-5-carboxamide